ClC1=CC2=C(N(C(NC2=O)=O)C2=NC=NC=C2C(C)C)N=C1C1=C(C=CC=C1)F 6-Chloro-7-(2-fluorophenyl)-1-(5-isopropylpyrimidin-4-yl)pyrido[2,3-d]pyrimidine-2,4(1H,3H)-dione